C(C)(C)(C)OC(=O)N1CCC(CC1)C(CNSC(N)C)=O 4-((methyl-aminomethylthio)glycyl)piperidine-1-carboxylic acid tert-butyl ester